2-[2-[[(E)-3-[4-(trifluoromethyl)phenyl]prop-2-enoylamino]acetyl]-3,4-dihydro-1H-isoquinolin-6-yl]cyclopropanoic acid FC(C1=CC=C(C=C1)/C=C/C(=O)NCC(=O)N1CC2=CC=C(C=C2CC1)C1C(C1)C(=O)O)(F)F